CC12OCC(C1)(C2)CO (1-methyl-2-oxabicyclo[2.1.1]hexane-4-yl)methanol